((5-(4-methylpiperazin-1-yl)pyridin-2-yl)amino)-7',8'-dihydro-6'H-spiro[cyclohexane-1,9'-pyrazino[1',2':1,5]pyrrolo[2,3-d]pyrimidin]-6'-one CN1CCN(CC1)C=1C=CC(=NC1)NC=1N=CC2=C(N1)N1C(=C2)C(NCC12CCCCC2)=O